C(C)(C)(C)S(=O)(=O)C#CC=1C=C(OC2=C(N=NN2)C(=O)O)C=C(C1)C 5-(3-((tert-butylsulfonyl)ethynyl)-5-methylphenoxy)-1H-1,2,3-triazole-4-carboxylic acid